5-(trifluoromethyl)-4,5-dihydro-1,2-oxazol-5-ol FC(C1(CC=NO1)O)(F)F